C(C1=C(C)C(C)=CC(C)=C1)(=O)O γ-isodurylic acid